N=1N(N=C2C1C=CC=C2)C=2C=C(C=CC2O)/C=C/C(=O)C2=CC=CC=C2 (E)-3-[3-(Benzotriazol-2-yl)-4-hydroxyphenyl]-1-phenylprop-2-en-1-one